C(#C)NC1=CC=CC=C1 ethynyl-aniline